(S)-N-(5-(4-((1-(5-(3,5-difluorophenyl)-4,5-dihydro-1H-pyrazole-1-carbonyl)azetidin-3-yl)oxy)-5-fluoropyridin-2-yl)-1-methyl-1H-pyrazol-4-yl)propanamide FC=1C=C(C=C(C1)F)[C@@H]1CC=NN1C(=O)N1CC(C1)OC1=CC(=NC=C1F)C1=C(C=NN1C)NC(CC)=O